ClC1=CC2=C(NC(NC2(N2CCN(CC2)C(C=C)=O)CC(C)(C)C)=O)N=C1C1=C(C=CC=C1)F 6-chloro-4-(2,2-dimethylpropyl)-7-(2-fluorophenyl)-4-(4-(2-propenoyl)-1-piperazinyl)pyrido[2,3-d]pyrimidin-2(1H)-one